4-(cyclopropyloxy)-N-((1-methyl-1H-imidazo[1,2-b]pyrazol-7-yl)methyl)benzamide C1(CC1)OC1=CC=C(C(=O)NCC2=C3N(N=C2)C=CN3C)C=C1